IC=1C=NN(C1)CCCNC(OC(C)(C)C)=O tert-butyl N-[3-(4-iodopyrazol-1-yl)propyl]carbamate